3-(3-(4-Chloro-5-fluoropyrimidin-2-yl)-1-(2-fluorobenzyl)-1H-pyrazol-5-yl)isoxazole ClC1=NC(=NC=C1F)C1=NN(C(=C1)C1=NOC=C1)CC1=C(C=CC=C1)F